ClC=1C=C(C=C(C1)Cl)N1CCN(CC1)S(=O)(=O)C1=CC=C(C=C1)NC(=O)C=1C=C(C=CC1N(S(=O)(=O)C)C)N(C(CNC(OC(C)(C)C)=O)CNC(OC(C)(C)C)=O)C Di-tert-butyl (2-((3-((4-((4-(3,5-dichlorophenyl)piperazin-1-yl)sulfonyl)phenyl)carbamoyl)-4-(N-methylmethylsulfonamido)phenyl)(methyl)amino)propane-1,3-diyl)dicarbamate